OC=1C=C2CC[C@@H]([C@@H](C2=CC1)C1=CC=C(C=C1)N1CCC(CC1)CN1CCN(CC1)C=1C=C2CN(C(C2=CC1)=O)[C@@H]1C(NC(CC1)=O)=O)C1=CC=CC=C1 (3S)-3-[5-[4-[[1-[4-[(1R,2S)-6-hydroxy-2-phenyl-tetralin-1-yl]phenyl]-4-piperidyl]methyl]piperazin-1-yl]-1-oxo-isoindolin-2-yl]piperidine-2,6-dione